4-[2-Fluoro-5-(methoxythiazol-2-ylmethyl)phenyl]-7-morpholin-4-yl-quinazoline FC1=C(C=C(C=C1)C(C=1SC=CN1)OC)C1=NC=NC2=CC(=CC=C12)N1CCOCC1